(Z)-5-((1H-pyrrolo[2,3-c]pyridin-3-yl)methyl)-3-isopropyl-2-thioxothiazolidin-4-one N1C=C(C=2C1=CN=CC2)CC2C(N(C(S2)=S)C(C)C)=O